NC1=NC(=CC(=N1)C=1C(=C(C#N)C=CC1)F)C1=CC(NC=C1)=O 3-(2-amino-6-(2-oxo-1,2-dihydropyridin-4-yl)pyrimidin-4-yl)-2-fluorobenzonitrile